[C@@H]12CN(C[C@H]2C1)C1=CC=C(C=C1)[C@@H](C)N1N=CC2=C(C=CC(=C12)C(=O)NC1CC2(CC(C2)C(=O)O)C1)Cl (Sa)-6-(1-((R)-1-(4-((1R,5S)-3-azabicyclo[3.1.0]hexan-3-yl)phenyl)ethyl)-4-chloro-1H-indazole-7-carboxamido)spiro[3.3]heptane-2-carboxylic acid